1,2-dioleoxy-3-morpholinopropane C(CCCCCCC\C=C/CCCCCCCC)OCC(CN1CCOCC1)OCCCCCCCC\C=C/CCCCCCCC